C(C)C1(CCN(CC1)C1=CC=2C(C=3NC=4C=C(C=CC4C3C(C2C=N1)=O)C#N)(C)C)N1CCOCC1 3-(4-Ethyl-4-morpholine-4-yl-piperidine-1-yl)-5,5-dimethyl-11-oxo-6,11-dihydro-5H-pyrido[4,3-b]carbazole-8-carbonitrile